N-[2-[4-[6-[3-(5-chloro-2-fluoro-phenyl)-1H-pyrazol-4-yl]-1,5-naphthyridin-3-yl]pyrazol-1-yl]ethyl]propan-2-amine ClC=1C=CC(=C(C1)C1=NNC=C1C=1N=C2C=C(C=NC2=CC1)C=1C=NN(C1)CCNC(C)C)F